N1C[C@H](OCC1)CO (S)-morpholin-2-ylcarbinol